7-(aminomethyl)-1-methyl-2-(trifluoromethyl)-1,4-dihydroquinolin-4-one hydrochloride Cl.NCC1=CC=C2C(C=C(N(C2=C1)C)C(F)(F)F)=O